CN1N=NC2=C1C=CC(=C2)CNC(=O)[C@H]2NC[C@@H](C2)CC=2CCC1(CC1)CC2 (2S,4R)-N-[(1-methylbenzotriazol-5-yl)methyl]-4-(spiro[2.5]oct-6-en-6-ylmethyl)pyrrolidine-2-carboxamide